FC1=NC=CC(=C1C(CCCCC)O)OC 1-(2-fluoro-4-methoxypyridin-3-yl)hexan-1-ol